C1=CC=CC2=C1C=1C(S2)=CC2=C(SC3=C2C=CC=C3)C1 dibenzo[d,d']benzo[1,2-b:4,5-b']dithiophene